[Co+]=O.[Si+4] silicon-Cobalt (III)-oxide